ClC=1C=C(N(C2=CC=NC3=CC=C(N=C23)OC)CCOCCCNC(OC(C)(C)C)=O)C=CC1F tert-butyl N-[3-[2-(3-chloro-4-fluoro-N-(6-methoxy-1,5-naphthyridin-4-yl)anilino)ethoxy]propyl]carbamate